N-((1-fluorocyclobutyl)methyl)-5-(3-methylimidazo[1,2-a]pyrimidin-6-yl)pyrrolo[2,1-f][1,2,4]triazin-2-amine FC1(CCC1)CNC1=NN2C(C=N1)=C(C=C2)C=2C=NC=1N(C2)C(=CN1)C